2-(4-chloro-3-fluorophenoxy)-N-(3-{[5-(difluoromethyl)pyrazin-2-yl]amino}bicyclo[1.1.1]pentan-1-yl)acetamide ClC1=C(C=C(OCC(=O)NC23CC(C2)(C3)NC3=NC=C(N=C3)C(F)F)C=C1)F